Tert-butyl (2-((4-(N,N-dimethylsulfamoyl)phenyl)sulfonamido)-6-fluorophenyl)(methyl)carbamate CN(S(=O)(=O)C1=CC=C(C=C1)S(=O)(=O)NC1=C(C(=CC=C1)F)N(C(OC(C)(C)C)=O)C)C